ClC1=C(C=CC=N1)\C=C\[N+](=O)[O-] 6-Chloro-5-[(1E)-2-nitroethenyl]pyridin